Tert-butyl (1-(4-bromophenyl)-3-hydroxypropyl)carbamate BrC1=CC=C(C=C1)C(CCO)NC(OC(C)(C)C)=O